3-(4-((2-(4-fluoro-2-methylphenoxy)benzyl)oxy)phenyl)propanoic acid FC1=CC(=C(OC2=C(COC3=CC=C(C=C3)CCC(=O)O)C=CC=C2)C=C1)C